P(=O)(OCC(Br)CCOC(C=C)=O)(O)[O-] acryloyloxyethyl-2-bromoethyl Hydrogen phosphate